ethyl 3-(6-carbamoyl-7-methoxy-1H-benzo[d]imidazol-2-yl)-4-chlorobenzo[b]thiophene-2-carboxylate C(N)(=O)C=1C=CC2=C(NC(=N2)C=2C3=C(SC2C(=O)OCC)C=CC=C3Cl)C1OC